BrC=1C=C(C=CC1)C1=CC(=C(N1)CCC1=CC=CC=C1)C(=O)N 5-(3-bromophenyl)-2-phenethyl-1H-pyrrole-3-carboxamide